cis-N1-(5-(imidazo[1,2-a]pyrimidin-6-yl)pyrrolo[2,1-f][1,2,4]triazin-2-yl)cyclobutane-1,3-diamine N=1C=CN2C1N=CC(=C2)C=2C=CN1N=C(N=CC12)N[C@@H]1C[C@@H](C1)N